(S)-8-(2-amino-6-((R)-1-(4'-ethoxy-3-(3-methyl-1H-pyrazol-1-yl)-[1,1'-biphenyl]-4-yl)-2,2,2-trifluoroethoxy)pyrimidin-4-yl)-2,8-diazaspiro[4.5]decane-3-carboxylic acid NC1=NC(=CC(=N1)N1CCC2(C[C@H](NC2)C(=O)O)CC1)O[C@@H](C(F)(F)F)C1=C(C=C(C=C1)C1=CC=C(C=C1)OCC)N1N=C(C=C1)C